BrC=1C=C(C=CC1F)NC=1C(=NC=CC1C)C(C)C N-(3-bromo-4-fluorobenzeneyl)-2-isopropyl-4-methylpyridin-3-amine